3-chloro-β,β-difluoro-4-(trifluoromethyl)-benzenepropanoic acid ClC=1C=C(C=CC1C(F)(F)F)C(CC(=O)O)(F)F